C1(=CC=CC=C1)S(=O)(=O)[C@]12CCN([C@@H]2CCC2=C1C=CC(=C2)OCC2=C(C=CC=C2Cl)Cl)C(=O)NC2CS(CC2)(=O)=O (3aR,9bR)-9b-(benzenesulfonyl)-7-[(2,6-dichlorophenyl)methoxy]-N-(1,1-dioxo-1λ6-thiolan-3-yl)-1H,2H,3H,3aH,4H,5H,9bH-benzo[e]indole-3-carboxamide